N-(2,6-dimethylphenyl)-5,6-dihydro-4H-1,3-thiazin-2-amine CC1=C(C(=CC=C1)C)NC2=NCCCS2